FC(C1=CC=C(N=N1)N1C(=CC=C1)C(=O)O)(F)F (6-(trifluoromethyl)pyridazin-3-yl)-1H-pyrrole-2-carboxylic acid